O[C@H]1C[C@@]2(C3CC[C@@]4([C@H](CC[C@]4(C3=CC([C@@H]2C[C@H]1O)=O)O)C(CN1CCOCC1)=O)C)C (2S,3R,5R,10R,13R,14S,17S)-2,3,14-trihydroxy-10,13-dimethyl-17-(2-morpholinoacetyl)-2,3,4,5,9,11,12,15,16,17-decahydro-1H-cyclopenta[a]phenanthren-6-one